methyl 3-(but-1-yn-1-yl)-5-fluorobenzoate C(#CCC)C=1C=C(C(=O)OC)C=C(C1)F